OC(C)(C)C1=CN=C(S1)NC1=NC(=C2C=CC=NC2=C1)NC1CC2CCC(C1)N2CCC#N 3-((3-exo)-3-((7-((5-(2-hydroxypropane-2-yl)thiazol-2-yl)amino)-1,6-naphthyridin-5-yl)amino)-8-azabicyclo[3.2.1]oct-8-yl)propionitrile